CS(=O)(=O)C=1NC=2C(=NC=CC2)N1 2-(methylsulfonyl)-1H-imidazo[4,5-b]pyridine